NC1=C(N=CC2=C(C=CC=C12)C=1C(=NC=CC1)CC)C(=O)NCCC 4-amino-8-(2-ethylpyridin-3-yl)-N-propylisoquinoline-3-carboxamide